Bis(p-tolyl)silylene(cyclopentadienyl)(2,7-dimethyl-3,6-di-tert-butylfluorenyl)zirconium dichloride [Cl-].[Cl-].C1(=CC=C(C=C1)[Si](=[Zr+2](C1=C(C(=CC=2C3=CC(=C(C=C3CC12)C)C(C)(C)C)C(C)(C)C)C)C1C=CC=C1)C1=CC=C(C=C1)C)C